O[C@@H](CO)C1=CC=CC=N1 6-((R)-1,2-dihydroxyethyl)pyridin